CN(S(=O)(=O)N1N=CC(=C1)C(=O)[O-])C 1-(N,N-dimethylsulfamoyl)-1H-pyrazole-4-carboxylate